C(C)S(=O)(=O)C=1C(=NN(C1C)C1=NC(=NC=C1F)N1CCN(CC1)C(=O)N1N=CC[C@H]1C=1C=C(C#N)C=C(C1)F)C (S)-3-(1-(4-(4-(4-(ethylsulfonyl)-3,5-dimethyl-1H-pyrazol-1-yl)-5-fluoropyrimidin-2-yl)piperazine-1-carbonyl)-4,5-dihydro-1H-pyrazol-5-yl)-5-fluorobenzonitrile